5-(2-(dimethylamino)ethyl)-6-methoxy-2',6'-dimethyl-[1,1'-biphenyl]-3-carbaldehyde CN(CCC=1C=C(C=C(C1OC)C1=C(C=CC=C1C)C)C=O)C